FC(C1=C2C(=NNC1=O)[C@H](CC2)N2C[C@H](OCC2)C(=O)N2CCN(CC2)C2=NC=C(C=N2)C(F)(F)F)(F)F (S)-4-(trifluoromethyl)-7-((S)-2-(4-(5-(trifluoromethyl)pyrimidin-2-yl)piperazine-1-carbonyl)morpholino)-2,5,6,7-tetrahydro-3H-cyclopenta[c]pyridazin-3-one